1-(heptadecan-9-yl) 17-(octan-3-yl) 9-((2-oxaspiro[3.3]heptan-6-yl)amino)heptadecanedioate C1OCC12CC(C2)NC(CCCCCCCC(=O)OC(CCCCCCCC)CCCCCCCC)CCCCCCCC(=O)OC(CC)CCCCC